benzyl 4-hydroxyoctanoate OC(CCC(=O)OCC1=CC=CC=C1)CCCC